N-(pyrazin-2-ylmethyl)-2-oxabicyclo[2.2.2]octane-4-carboxamide N1=C(C=NC=C1)CNC(=O)C12COC(CC1)CC2